BrC1=CC=C(C=C1)C=1OC(=C(N1)C1=CC=C(C=C1)F)[C-]1OC(=CN1CCC=1C=C2CC(NC2=CC1)=O)C (2R,5R)-2-(2-(4-bromophenyl)-4-(4-fluorophenyl)oxazol-5-yl)-5-methyl-3-(2-(2-oxoindolin-5-yl)ethyl)oxazolid